N=1C=NN2C1C=C(C=C2)CC2=C(C=C(C=C2)NC2=NC=NC1=C2N=C(N=C1)N1C[C@H](N(CC1)C(=O)OC(C)(C)C)C)C Tert-butyl (R)-4-(8-((4-([1,2,4]triazolo[1,5-a]pyridin-7-ylmethyl)-3-methylphenyl)amino)pyrimido[5,4-d]pyrimidin-2-yl)-2-methylpiperazine-1-carboxylate